Cl.C(C)OC(=O)[C@H]1N[C@H]2C[C@]2(C1)COCCN=[N+]=[N-].C1(CCC1)OC1=NC(=NC=C1C(F)(F)F)SC 4-(cyclobutoxy)-2-methylsulfanyl-5-(trifluoromethyl)pyrimidine ethyl-(1S,3S,5R)-5-((2-azidoethoxy)methyl)-2-azabicyclo[3.1.0]hexane-3-carboxylate hydrochloride